2-(((4-(4-ethynylbenzoyl)benzyl)oxy)methyl)imidazo[4,5-d]Pyridine C(#C)C1=CC=C(C(=O)C2=CC=C(COCC3=NC=4C(=CC=NC4)N3)C=C2)C=C1